COC(=O)/C(=C/[C@H]1C([C@@H]1C(=O)OCC1=C(C(=C(C(=C1CC)F)COC)F)CC)(C)C)/C 2,6-diethyl-3,5-difluoro-4-methoxymethylbenzyl (1R)-trans-3-[(E)-(2-methoxycarbonyl-1-propenyl)]-2,2-dimethylcyclopropanecarboxylate